C12(CC(C1)C2)NC(=O)C=2C(N(C1=NC=CC=C1C2O)CCN2CCOCC2)=O N-(bicyclo[1.1.1]pent-1-yl)-4-hydroxy-1-(2-morpholinoethyl)-2-oxo-1,2-dihydro-1,8-naphthyridine-3-carboxamide